5-{2-amino-[1,2,4]triazolo[1,5-a]pyridin-7-yl}-N-(3-phenylbutyl)-2-propoxypyridine-3-carboxamide NC1=NN2C(C=C(C=C2)C=2C=C(C(=NC2)OCCC)C(=O)NCCC(C)C2=CC=CC=C2)=N1